5-(5-(4-fluoro-4-(1H-1,2,3-triazol-5-yl)piperidin-1-yl)-1,3,4-oxadiazol-2-yl)pyrimidin-2-amine FC1(CCN(CC1)C1=NN=C(O1)C=1C=NC(=NC1)N)C1=CN=NN1